3-methylphenyl 3-methyl-butyl ether CC(CCOC1=CC(=CC=C1)C)C